ClC1=C(C=C(C=C1)O)C1CC1 4-chloro-3-cyclopropylphenol